ClC=1C=C(C=CC1F)[C@H](N1CCCC1=O)C1=CC=C(C=C1)Cl |r| (S)-N-((R and S)-(3-chloro-4-fluorophenyl)(4-chlorophenyl)methyl)-5-oxopyrrolidine